C(C)C(COCCCN)CCCC 2-ethylhexyloxypropylamine